O[C@H]([C@H]1CN(CCC1)C(=O)OC(C)(C)C)C=1N=NC(=C(C1)C)C1=CC=C(C=C1)C(F)(F)F tert-butyl (R)-3-((R)-hydroxy(5-methyl-6-(4-(trifluoromethyl)phenyl)pyridazin-3-yl)methyl)piperidine-1-carboxylate